N1(CC[C@@H]2CNCC[C@@H]21)C(=O)OC(C)(C)C tert-butyl (3aR,7aS)-2,3,3a,4,5,6,7,7a-octahydropyrrolo[3,2-c]pyridine-1-carboxylate